3-benzyl-1-(trans-4-((5-cyano-4-(3-methyl-1H-pyrazol-5-yl)pyrimidin-2-yl)amino)-cyclohexyl)-1-(1'-methyl-2'-oxo-1',2'-dihydro-2,4'-bipyridin-5-yl)urea C(C1=CC=CC=C1)NC(N(C=1C=CC(=NC1)C1=CC(N(C=C1)C)=O)[C@@H]1CC[C@H](CC1)NC1=NC=C(C(=N1)C1=CC(=NN1)C)C#N)=O